tert-butyl-5-bromo-1H-imidazole C(C)(C)(C)N1C=NC=C1Br